C1(CC1)C1=NC=CC=C1N1C(C2=C(C=3C=CC(=CC13)C(F)(F)F)OC=N2)=O 5-(2-Cyclopropylpyridin-3-yl)-7-(trifluoromethyl)oxazolo[4,5-c]quinolin-4(5H)-one